2-(5-(3-aminopiperidine-1-carbonyl)-7-methoxy-1-methyl-1H-benzo[d]imidazol-2-yl)-1,6-dimethyl-1,6-dihydro-7H-pyrrolo[2,3-c]pyridin-7-one hydrochloride Cl.NC1CN(CCC1)C(=O)C1=CC2=C(N(C(=N2)C2=CC3=C(C(N(C=C3)C)=O)N2C)C)C(=C1)OC